trans-3-nonadecene-1,2-dicarboxylic acid C(C(\C=C\CCCCCCCCCCCCCCC)C(=O)O)C(=O)O